2-oxa-1,3-dioxane O1OOCCC1